C(C1=CC=CC=C1)N1CCN(CC1)C1=NC2=CC=CC=C2C=C1N (4-benzylpiperazine-1-yl)-3-aminoquinoline